C1(CC1)C=1C=NC(=NC1)N1C[C@H]([C@@H](CC1)NC(C(C)OC[C@H](C)NC=1C=NN(C(C1C(F)(F)F)=O)CC1=CC=C(C=C1)OC)=O)O N-((3R,4R)-1-(5-cyclopropylpyrimidin-2-yl)-3-hydroxypiperidin-4-yl)-2-((S)-2-((1-(4-methoxybenzyl)-6-oxo-5-(trifluoromethyl)-1,6-dihydropyridazin-4-yl)amino)propoxy)propanamide